(6-(3,3-difluoroazetidin-1-yl)pyridin-2-yl)methanol FC1(CN(C1)C1=CC=CC(=N1)CO)F